ClC1=CC=C(S1)CNC1=CC(=NN1)C1OCCC1 N-[(5-chlorothiophen-2-yl)methyl]-3-(oxolan-2-yl)-1H-pyrazol-5-amine